1,1,1,3,3,3-Hexafluoropropan-2-yl (R)-1-((5-methylpyrazin-2-yl)carbamoyl)-6-azaspiro[2.5]octan-6-carboxylat CC=1N=CC(=NC1)NC(=O)[C@@H]1CC12CCN(CC2)C(=O)OC(C(F)(F)F)C(F)(F)F